[C@H]12NC[C@H]([C@@H]1N1C(=CC=3C(=NC=4C(=C(C(=CC4C31)C)C=3C=CC=C1C=CC=C(C31)C#N)F)O[C@@H](C)[C@H]3N(CCC3)C)C)C2 8-(1-((1R,4R,5S)-2-azabicyclo[2.1.1]hexan-5-yl)-6-fluoro-2,8-dimethyl-4-((S)-1-((S)-1-methylpyrrolidin-2-yl)ethoxy)-1H-pyrrolo[3,2-c]quinolin-7-yl)-1-naphthonitrile